C(C(C)C)N1CCC(CC1)C(=O)NC=1N=CC2=CC=C(C=C2C1)C1=CN=NN1C 1-isobutyl-N-(6-(1-methyl-1H-1,2,3-triazol-5-yl)isoquinolin-3-yl)piperidine-4-carboxamide